N1C=CC2=C1NC=C2 1,6-dihydropyrrolo-[2,3-b]Pyrrole